1-(1-benzyl-6-bromo-7-methyl-3,4-dihydro-1H-spiro[1,8-naphthyridine-2,3'-pyrrolidin]-1'-yl)-2-(4-fluorophenyl)ethan-1-one C(C1=CC=CC=C1)N1C2=NC(=C(C=C2CCC12CN(CC2)C(CC2=CC=C(C=C2)F)=O)Br)C